CN1CCNC2=CC(=CC=C12)C(C)=O 1-(1-methyl-1,2,3,4-tetrahydroquinoxalin-6-yl)ethan-1-one